acetophenone 2-naphthalenesulfonyl hydrazone C1=C(C=CC2=CC=CC=C12)S(=O)(=O)NN=C(C)C1=CC=CC=C1